NC1=NC=C(C2=C1C(=C(S2)C2=C(C=C(C=C2)NC(C(=C)C)=O)F)C2=CC(=C(C=C2)OC2=NC=CC(=N2)C)F)C=2C=NN(C2)C N-(4-(4-amino-3-(3-fluoro-4-((4-methylpyrimidin-2-yl)oxy)phenyl)-7-(1-methyl-1H-pyrazol-4-yl)thieno[3,2-c]pyridin-2-yl)-3-fluorophenyl)methacrylamide